di-tert-butyl pyrazole-1,4-dicarboxylate N1(N=CC(=C1)C(=O)OC(C)(C)C)C(=O)OC(C)(C)C